4-amino-3-bromo-N-tert-butyl-N-methyl-5-nitro-benzenesulfonamide NC1=C(C=C(C=C1[N+](=O)[O-])S(=O)(=O)N(C)C(C)(C)C)Br